3-methyl-4-(3-(1-methyl-1H-pyrazol-4-yl)-1H-pyrazolo[4,3-d]pyrimidin-5-yl)piperazin CC1CNCCN1C=1N=CC2=C(N1)C(=NN2)C=2C=NN(C2)C